Methyl (2Z)-2-fluoro-3-[7-fluoro-1-(oxan-2-yl)indazol-6-yl]prop-2-enoate F\C(\C(=O)OC)=C/C1=CC=C2C=NN(C2=C1F)C1OCCCC1